ClC1=CC=C(C=C1)CC(CNC(=O)N1CC(OCC1)C1=CC(=C(C=C1)F)F)CO N-[2-[(4-chlorophenyl)methyl]-3-hydroxy-propyl]-2-(3,4-difluorophenyl)morpholine-4-carboxamide